5-bromo-2-(dimethylphosphoryl)-4-methylpyridine BrC=1C(=CC(=NC1)P(=O)(C)C)C